5-butyl-6,7,8,9-tetrahydro-[1,2,4]triazolo[4,3-a]quinoxalin-4(5H)-one C(CCC)N1C(C=2N(C=3CCCCC13)C=NN2)=O